FC=1C=CC(=NC1)N1C(=CC=C1)C(=O)O (5-Fluoropyridin-2-yl)-1H-pyrrole-2-carboxylic acid